Lanthanum (chromate) [Cr](=O)(=O)([O-])[O-].[La+3].[Cr](=O)(=O)([O-])[O-].[Cr](=O)(=O)([O-])[O-].[La+3]